(diphenylfluorenyl)(biphenylyl)(phenyldibenzofuranyl)Amine C1(=CC=CC=C1)C=1C(=C(C=2CC3=CC=CC=C3C2C1)N(C1=C(C=CC=2OC3=C(C21)C=CC=C3)C3=CC=CC=C3)C3=C(C=CC=C3)C3=CC=CC=C3)C3=CC=CC=C3